The molecule is an alpha-amino acid that is valeric acid which is substituted at position 2 by an amino group. It derives from a valeric acid. CCCC(C(=O)O)N